C(C)N(CC)COC(C(=C)C)=O.C1OCC12CN(C2)C=2C=C(C=NC2)N2C[C@@H](CC2)C=2C=C(C(=O)NC1=CC(=CC=C1)C(F)(F)F)C=CC2C (S)-3-(1-(5-(2-oxa-6-azaspiro[3.3]hept-6-yl)pyridin-3-yl)pyrrolidin-3-yl)-4-methyl-N-(3-(trifluoromethyl)phenyl)benzamide N,N-diethylaminomethyl-methacrylate